CS(=O)(=O)NCCC1=CC(=CC=C1)C1=NN(C(C2=CC=CC=C12)=O)C1=CC=C(C=C1)C(F)(F)F methyl-N-(3-(4-oxo-3-(4-(trifluoromethyl)phenyl)-3,4-dihydro-phthalazin-1-yl)phenyl)ethylsulphonamide